2-[(1R/S)-1-[4-(2,2-dimethylpropoxy)phenyl]but-2-yn-1-yl]propanedioic acid CC(COC1=CC=C(C=C1)[C@H](C#CC)C(C(=O)O)C(=O)O)(C)C |r|